CC1(CCC=2C(\C(\C3=CC=CC=C3C2C1)=N/[C@@H](CC1=CNC=N1)C(=O)O)=O)C N-[(9Z)-3,3-dimethyl-10-oxo-1,2,3,4,9,10-hexahydrophenanthrene-9-ylidene]-L-histidine